COC1=CC=C(C=C1)C1C2C(N(C(CC2OC(CC(=O)OC2C1C(N(C(C2)(C)C)C)(C)C)=O)(C)C)C)(C)C propanedioic acid [(4-methoxyphenyl)-methylene]-bis(1,2,2,6,6-pentamethyl-4-piperidinyl) ester